ClC1=C(C=CC=C1)[C@@H](C(=O)OC([2H])([2H])[2H])N1CC2=C(CC1)SC(=C2)OC(CCC(=O)OCC=2C(=[N+](ON2)[O-])C#N)=O (S)-4-(((4-((5-(1-(2-chlorophenyl)-2-(methoxy-d3)-2-oxoethyl)-4,5,6,7-Tetrahydrothieno[3,2-c]pyridin-2-yl)oxy)-4-oxobutyryl)oxy)methyl)-3-cyano-1,2,5-oxadiazole 2-oxide